F[C@@H]1CN(CC[C@H]1NC1=NC=C(C(=N1)C1=CN=C(S1)C(C)O)C(F)(F)F)S(=O)(=O)C=1C=NN(C1)C 1-(5-(2-(((3R,4R)-3-fluoro-1-((1-methyl-1H-pyrazol-4-yl)sulfonyl)piperidin-4-yl)amino)-5-(trifluoromethyl)pyrimidin-4-yl)thiazol-2-yl)ethan-1-ol